C(C)(C)(C)OC(=O)N1C(CCC1)C#CC(=O)O 3-(1-(tert-butoxycarbonyl)pyrrolidin-2-yl)propiolic acid